N-[5-(3-ethylphenyl)-2-[4-[[4-[2-[4-[2-fluoro-5-[(4-oxo-3H-phthalazin-1-yl)methyl]benzoyl]piperazin-1-yl]-2-oxo-ethyl]piperazin-1-yl]methyl]piperidine-1-carbonyl]-3-pyridyl]acetamide C(C)C=1C=C(C=CC1)C=1C=C(C(=NC1)C(=O)N1CCC(CC1)CN1CCN(CC1)CC(=O)N1CCN(CC1)C(C1=C(C=CC(=C1)CC1=NNC(C2=CC=CC=C12)=O)F)=O)NC(C)=O